6-fluoro-7-(2-fluoro-6-hydroxyphenyl)-1-(2-isopropyl-4-methylpyridin-3-yl)-4-((S)-2-methylpiperazin-1-yl)pyrido[2,3-d]pyrimidin-2(1H)-one FC1=CC2=C(N(C(N=C2N2[C@H](CNCC2)C)=O)C=2C(=NC=CC2C)C(C)C)N=C1C1=C(C=CC=C1O)F